2-formyl-3,4-dimethoxypyridine C(=O)C1=NC=CC(=C1OC)OC